FC(C(=O)O)(F)F.NCC(COC1=NC=2CCN(C(C2C=C1)=O)C1CC1)=CF (2-(aminomethyl)-3-fluoroallyloxy)-6-cyclopropyl-7,8-dihydro-1,6-naphthyridin-5(6H)-one trifluoroacetate salt